3-[2-Chloro-5-(propan-2-yl)thiophen-3-yl]-1-[(1-methyl-1H-pyrazol-4-yl)(1-methylpiperidin-3-yl)sulfamoyl]urea ClC=1SC(=CC1NC(NS(N(C1CN(CCC1)C)C=1C=NN(C1)C)(=O)=O)=O)C(C)C